N-((2,3-dihydrobenzofuran-5-yl)(phenyl)methyl)-2-oxo-6-(trifluoromethyl)-1,2-dihydropyridine-3-carboxamide O1CCC2=C1C=CC(=C2)C(NC(=O)C=2C(NC(=CC2)C(F)(F)F)=O)C2=CC=CC=C2